1,1-Dimethylethyl-3-hydroxy-3-(2-methyl-1-nitropropyl)azetidine-1-carboxylate CC(C)(C)OC(=O)N1CC(C1)(C(C(C)C)[N+](=O)[O-])O